FC(OC1=C(C=C(C=C1)SC)C1=NN(C=C1NC(=O)C=1C=NN2C1N=CC=C2)CC(=O)N2CCC(CC2)CN2CCOCC2)F N-[3-[2-(difluoromethoxy)-5-methylsulfanyl-phenyl]-1-[2-[4-(morpholinomethyl)-1-piperidyl]-2-oxo-ethyl]pyrazol-4-yl]pyrazolo[1,5-a]pyrimidine-3-carboxamide